C(C1=CC=CC=C1)N1N=C(C(N(C1=O)C(C(=O)[O-])C(=O)[O-])=O)C1=CC=CC=C1 2-(2-benzyl-3,5-dioxo-6-phenyl-2,5-dihydro-1,2,4-triazin-4(3H)-yl)malonate